C(C)(C)(C)OC(=O)N1[C@H]2CN(C[C@@H]1CC2)C2=C1C(=NC=C2)N(C=C1C)COCC[Si](C)(C)C (1R,5S)-3-(3-methyl-1-((2-(trimethylsilyl)ethoxy)methyl)-1H-pyrrolo[2,3-b]pyridin-4-yl)-3,8-diazabicyclo[3.2.1]octane-8-carboxylic acid tert-butyl ester